N,N'-di-[2-(2-naphthalenesulfonyloxy)phenyl]urea C1=C(C=CC2=CC=CC=C12)S(=O)(=O)OC1=C(C=CC=C1)NC(=O)NC1=C(C=CC=C1)OS(=O)(=O)C1=CC2=CC=CC=C2C=C1